C1(=CC=CC=C1)C(=O)N1CCC2(C[C@@H]3OC[C@H](N3C2=O)C2=CC=CC=C2)CC1 (3'R,7a'S)-1-(benzenecarbonyl)-3'-phenyltetrahydro-5'H-spiro[piperidine-4,6'-pyrrolo[2,1-b][1,3]oxazol]-5'-one